FC=1C(=NC=C2C(=CC=NC12)N1[C@@H]2CCN([C@@H]2C1)C(=O)OC(C)(C)C)C1=CC=CC2=CC=C(C(=C12)C#C[Si](C(C)C)(C(C)C)C(C)C)F tert-butyl (1R,5R)-6-(8-fluoro-7-(7-fluoro-8-((triisopropylsilyl)ethynyl)naphthalen-1-yl)-1,6-naphthyridin-4-yl)-2,6-diazabicyclo[3.2.0]heptane-2-carboxylate